2-(2,6-dimethylpyridin-4-yl)-7,8-dihydro-1H-pyrrolo[3,2-b][1,7]naphthyridine-1,6(5H)-dicarboxylate CC1=NC(=CC(=C1)C1=CC2=NC=3CN(CCC3C=C2N1C(=O)[O-])C(=O)[O-])C